1-(2,4-dihydroxy-3,5-dimethylphenyl)hex-2,4-dien-1-one OC1=C(C=C(C(=C1C)O)C)C(C=CC=CC)=O